TRIMETHYLAMINE N-OXIDE C[N+](C)(C)[O-]